FC=1C=C(CSC2=C3CN(C(C3=CC=C2)=O)C2C(NC(CC2)=O)=O)C=CC1CNC1CC2(C1)CCC2 3-(4-((3-fluoro-4-((spiro[3.3]heptan-2-ylamino)methyl)benzyl)thio)-1-oxoisoindolin-2-yl)piperidine-2,6-dione